tert-Butyl 2-((6-morpholinopyridin-3-yl)sulfonyl)-2,9-diazaspiro[5.5]undecane-9-carboxylate O1CCN(CC1)C1=CC=C(C=N1)S(=O)(=O)N1CC2(CCC1)CCN(CC2)C(=O)OC(C)(C)C